2-chloro-1-(6-(trifluoromethyl)pyridin-2-yl)ethan-1-one ClCC(=O)C1=NC(=CC=C1)C(F)(F)F